mannuronic acid (mannuronate) O=C[C@@H](O)[C@@H](O)[C@H](O)[C@H](O)C(=O)O.O=C[C@@H](O)[C@@H](O)[C@H](O)[C@H](O)C(=O)O